[3-[4-(4-Chloro-2-methylsulfonyl-phenyl)phenyl]azetidin-1-yl]-[3-(1H-1,2,4-triazol-5-yl)azetidin-1-yl]methanone ClC1=CC(=C(C=C1)C1=CC=C(C=C1)C1CN(C1)C(=O)N1CC(C1)C1=NC=NN1)S(=O)(=O)C